(R)-N-((S)-(2,3-dichloro-6-fluoro-5-methoxyphenyl)(4-fluorobicyclo[2.2.1]heptan-1-yl)methyl)-2-methylpropane-2-sulfinamide ClC1=C(C(=C(C=C1Cl)OC)F)[C@@H](N[S@](=O)C(C)(C)C)C12CCC(CC1)(C2)F